(S)-N-(4-cyclobutyl-5-(4-fluorophenyl)-1-methyl-1H-pyrazol-3-yl)-2-(2,2-difluorocyclopropyl)acetamide C1(CCC1)C=1C(=NN(C1C1=CC=C(C=C1)F)C)NC(C[C@@H]1C(C1)(F)F)=O